C(C)(C)(C)C=1C=C(C=C(C1O)C(C)(C)C)CCC(=O)NNC(CCC1=CC(=C(C(=C1)C(C)(C)C)O)C(C)(C)C)=O N,N'-bis[beta-(3,5-di-tert-butyl-4-hydroxyphenyl)propionyl]hydrazine